tert-butyl (Z)-(3-fluoro-2-(((2-(4-hydroxypiperidin-1-yl)benzo[d]oxazol-6-yl)oxy)methyl)allyl)carbamate F\C=C(\CNC(OC(C)(C)C)=O)/COC1=CC2=C(N=C(O2)N2CCC(CC2)O)C=C1